13-bromo-1-phenyl-2,5,8,11-tetraoxatridecane BrCCOCCOCCOCCOCC1=CC=CC=C1